ClC1=C(C=CC=C1)N1C(N=C(C2=CC=C(C=C12)OC(F)(F)F)N[C@H]1[C@H](C1)F)=O 1-(2-Chlorophenyl)-4-(((1R,2S)-2-fluorocyclopropyl)amino)-7-(trifluoromethoxy)quinazolin-2(1H)-one